[Ru].ClC=1[C@@H](C(C(=C2C=CC=CC12)C1=CC=CC2=CC=CC=C12)(P(C1=CC=CC=C1)C1=CC=CC=C1)P(C1=CC=CC=C1)C1=CC=CC=C1)Cl dichloro[(R)-(+)-2,2-bis(diphenylphosphino)-1,1-binaphthyl] ruthenium